N-(2,2-dimethyl-3-phenylpropyl)-3-(trifluoromethyl)-1H-pyrazole-5-carboxamide CC(CNC(=O)C1=CC(=NN1)C(F)(F)F)(CC1=CC=CC=C1)C